3-(4-(((1H-indazol-5-yl)amino)-5-methylpyrimidin-2-yl)phenyl)acrylic acid ethyl ester C(C)OC(C=CC1=CC=C(C=C1)C1=NC=C(C(=N1)NC=1C=C2C=NNC2=CC1)C)=O